O=C1N(C(=NC2=CC=CC(=C12)C=1C=NC=NC1)[C@H](CC)NC1=NC=NC2=CC=C(C=C12)C#N)C1=CC=CC=C1 (S)-4-((1-(4-oxo-3-phenyl-5-(pyrimidin-5-yl)-3,4-dihydroquinazolin-2-yl)propyl)amino)quinazoline-6-carbonitrile